FC=1C(=CC=C2C(N3C(C12)COCC3)=O)NC3=NC=C(C(=N3)N[C@H](CO)C3=CC=CC=C3)C=3OC=NN3 10-fluoro-9-((4-(((S)-2-hydroxy-1-phenylethyl)amino)-5-(1,3,4-oxadiazol-2-yl)pyrimidin-2-yl)amino)-1,3,4,10b-tetrahydro-6H-[1,4]oxazino[3,4-a]isoindol-6-one